ClC1=C(C=C2C=C(N=CC2=C1)NC(=O)C=1C=NN(C1)C1CC1)C1CCN(CC1)[C@@]1(COC[C@@H]1O)C N-(7-chloro-6-(1-((3R,4R)-4-hydroxy-3-methyltetrahydrofuran-3-yl)piperidin-4-yl)isoquinolin-3-yl)-1-cyclopropyl-1H-pyrazole-4-carboxamide